CC1=C(C(=CC=C1)C)OP(OC1=C(C=CC=C1C)C)OC1=C(C=CC=C1C)C.N1=C(N=CC=C1)S(=O)(=O)N PYRIMIDINYL-SULFONAMIDE tris-(2,6-dimethylphenyl)phosphite